3-benzenesulfonyl-potassium C1=CC(=CC=C1)S(=O)(=O)[K]